tert-butyl N-{2-[(4-chloro-6-methoxyquinolin-7-yl) oxy] ethyl}-N-methylcarbamate ClC1=CC=NC2=CC(=C(C=C12)OC)OCCN(C(OC(C)(C)C)=O)C